9-(9'-phenyl-3,3'-bi-9H-carbazol-9-yl)naphtho[1',2':4,5]furo[2,3-b]pyrazine C1(=CC=CC=C1)N1C2=CC=CC=C2C=2C=C(C=CC12)C=1C=CC=2N(C3=CC=CC=C3C2C1)C1=CN=C2C(=N1)OC1=C2C=2C=CC=CC2C=C1